C[C@H](C(N1CCCCC1)=O)OC1=CC=C2C(=CC(OC2=C1)=O)C1=C(C=CC=C1)C 7-[(1R)-1-methyl-2-oxo-2-(1-piperidinyl)ethoxy]-4-(o-tolyl)chromen-2-one